3-(3-amino-4-(4-((5-fluoro-2-methoxybenzamido)methyl)phenyl)-1H-pyrazolo[4,3-c]pyridin-6-yl)-N-phenylpiperidine-1-carboxamide NC1=NNC2=C1C(=NC(=C2)C2CN(CCC2)C(=O)NC2=CC=CC=C2)C2=CC=C(C=C2)CNC(C2=C(C=CC(=C2)F)OC)=O